NCCCC[C@H](C(=O)N[C@H](CC=1N=CNC1)C(=O)O)NC(C(C(=O)[O-])C)=O 3-(((R)-6-amino-1-(((R)-1-carboxy-2-(1H-imidazol-4-yl)ethyl)amino)-1-oxohexan-2-yl)amino)-2-methyl-3-oxopropanoate